(R and S)-1-methyl-5-(2-(((R)-((S)-7-(1-methyl-1H-pyrazol-4-yl)-2,3-dihydro-1H-pyrido[2,3-b][1,4]oxazin-3-yl)(phenyl)methyl)amino)ethyl)piperidin-2-one CN1C(CC[C@@H](C1)CCN[C@H](C1=CC=CC=C1)[C@@H]1CNC2=C(O1)N=CC(=C2)C=2C=NN(C2)C)=O |&1:5|